CC(=O)N[C@@H]1[C@H]([C@@H]([C@H](O[C@@H]1OP(=O)([O-])OP(=O)([O-])OC[C@@H]2[C@H]([C@H]([C@@H](O2)N3C=CC(=O)NC3=O)O)O)CO)O)OC(=C)C(=O)[O-] The molecule is a UDP-N-acetyl-3-O-(1-carboxylatovinyl)-D-glucosamine(3-) in which the anomeric centre of the glucosamine fragment has alpha-configuration. It is a conjugate base of an UDP-N-acetyl-3-O-(1-carboxyvinyl)-alpha-D-glucosamine.